tert-butyl {{2S,4R}-1-(3,3-dimethyl-4-((2-oxo-4-phenylpyridin-1(2H)-yl)methyl)piperidine-1-carbonyl)-2-phenylpiperidin-4-yl}carbamate CC1(CN(CCC1CN1C(C=C(C=C1)C1=CC=CC=C1)=O)C(=O)N1[C@@H](C[C@@H](CC1)NC(OC(C)(C)C)=O)C1=CC=CC=C1)C